(S)-5-(3-(but-2-ynamido)pyrrolidin-1-yl)-2,3-dioxo-1,2,3,4-tetrahydropyrido[3,4-b]pyrazine C(C#CC)(=O)N[C@@H]1CN(CC1)C1=NC=CC2=C1NC(C(N2)=O)=O